ClC=1N=CC(=NC1)COC1=CC=CC(=N1)C1=CC(=C(C=C1F)CC=1N(C2=C(N1)C=CC(=C2)C(=O)OC)C[C@H]2OCC2)F Methyl 2-[[4-[6-[(5-chloropyrazin-2-yl)methoxy]-2-pyridyl]-2,5-difluorophenyl]methyl]-3-[[(2S)-oxetan-2-yl]methyl]benzimidazole-5-carboxylate